CC1=NNC2=CC(=CC=C12)C1=CC=C2CC3(C(NC2=C1)=O)CN(CC3)C#N 7'-(3-methyl-1H-indazol-6-yl)-2'-oxo-1',4'-dihydro-2'H-spiro[pyrrolidine-3,3'-quinoline]-1-carbonitrile